OC1=CC=CC2=C1C(=C(O2)CC(C(=O)NC)=C)C ((4-hydroxy-3-methylbenzofuran-2-yl)methyl)-N-methylacrylamide